1-(4-(4-methoxyphenyl)-2-methyl-5-(5-morpholinyl-1H-benzo[d]imidazol-2-yl)-1H-pyrrol-3-yl)ethan-1-one COC1=CC=C(C=C1)C=1C(=C(NC1C1=NC2=C(N1)C=CC(=C2)N2CCOCC2)C)C(C)=O